N-{1-(3,4-Dihydro-2H-naphthalen-1-ylidene)-2-oxo-2-[(2-oxospiro[1H-indole-3,4'-oxane]-6-yl)amino]ethyl}-2-methylpyrazole-3-carboxamide C1(CCCC2=CC=CC=C12)=C(C(NC1=CC=C2C(=C1)NC(C21CCOCC1)=O)=O)NC(=O)C=1N(N=CC1)C